C1(CC1)C=1C2=C(C(N(C1)C1=CC(=CC=C1)C1(CC(C1)C)CC1=NN=CN1C)=O)NC(=C2)CN2C[C@H](CCC2)C 4-Cyclopropyl-6-(3-((1r,3S)-3-methyl-1-((4-methyl-4H-1,2,4-triazol-3-yl)methyl)cyclobutyl)phenyl)-2-(((S)-3-methylpiperidin-1-yl)methyl)-1,6-dihydro-7H-pyrrolo[2,3-c]pyridin-7-one